C1(=CC=CC=2C3=CC=CC=C3CC12)COC(=O)N([C@@H](CCCNC(N)=N)C(=O)O)S(=O)(=O)C1=C(C(=C2C(CC(O2)(C)C)C1C)C)C N-fluorenylmethoxycarbonyl-2,2,4,6,7-pentamethyl-dihydrobenzofuran-5-sulfonyl-L-arginine